4-aminobutanamide hydrochloride Cl.NCCCC(=O)N